7-((1S)-1-(2-(aminomethyl)-6-oxo-5-oxa-7-azaspiro[3.4]octan-7-yl)ethyl)-3-(3-cyano-4-(methylsulfonamido)phenyl)-1H-indole-2-carboxylic acid NCC1CC2(C1)OC(N(C2)[C@@H](C)C=2C=CC=C1C(=C(NC21)C(=O)O)C2=CC(=C(C=C2)NS(=O)(=O)C)C#N)=O